((7R)-7-Amino-2-azabicyclo[2.2.1]heptan-2-yl)(2-(1-(cyclopropylmethyl)-1H-pyrrolo[2,3-b]pyridin-2-yl)-4-fluoro-3-methylpyrazolo[1,5-a]pyridin-6-yl)methanone N[C@H]1C2N(CC1CC2)C(=O)C=2C=C(C=1N(C2)N=C(C1C)C1=CC=2C(=NC=CC2)N1CC1CC1)F